C1(CC1)N1C=NC2=C1C=CC(=C2)C(C)NC=2C1=C(N=CN2)SC=C1 N-[1-(1-cyclopropylbenzimidazol-5-yl)ethyl]thieno[2,3-d]pyrimidin-4-amine